BrC1=C(CC2CN(CC(O2)CF)C(=O)OC(C)(C)C)C(=CC(=C1)Cl)C tert-butyl 2-(2-bromo-4-chloro-6-methylbenzyl)-6-(fluoromethyl)morpholine-4-carboxylate